ruthenium uranium [U].[Ru]